C(#N)C(=C(C#N)C#N)C#N ethylene-1,1,2,2-tetracarbonitrile